FC=1C=C(OC2=CC=C3CCN(CC3=C2)C(=O)C2CN(CC2)C)C=CC1C(F)(F)F (7-(3-fluoro-4-(trifluoro-methyl)phenoxy)-3,4-dihydroisoquinolin-2(1H)-yl)(1-methylpyrrolidin-3-yl)methanone